2-(4-(2-hydroxypropan-2-yl)phenyl)acetic acid OC(C)(C)C1=CC=C(C=C1)CC(=O)O